N1=CC(=CC=C1)COC1=C(C=O)C=CC=C1 2-(pyridin-3-ylmethoxy)benzaldehyde